1-(3-{6-amino-5-[1-(2,6-dichloro-3-fluoro-phenyl)-ethoxy]-pyridin-3-yl}-prop-2-ynyl)-3-(1-methyl-piperidin-4-yl)-urea NC1=C(C=C(C=N1)C#CCNC(=O)NC1CCN(CC1)C)OC(C)C1=C(C(=CC=C1Cl)F)Cl